ClC=1C=CC(=C(C1)NS(=O)(=O)C=1NC(=CC1)C=1OC(=NN1)C1=CC=C(C=C1)F)C N-(5-chloro-2-methylphenyl)-5-(5-(4-fluorophenyl)-1,3,4-oxadiazole-2-yl)-1H-pyrrole-2-sulfonamide